N-(4-(allyloxy)-3-methoxyphenyl)-4-chloro-5-(trifluoromethyl)pyrimidin-2-amine C(C=C)OC1=C(C=C(C=C1)NC1=NC=C(C(=N1)Cl)C(F)(F)F)OC